bismuth(III) carbonate C([O-])([O-])=O.[Bi+3].C([O-])([O-])=O.C([O-])([O-])=O.[Bi+3]